(1R,3R,5R)-N-((R)-(4-chloro-2,5-difluorophenyl)(cyclopropyl)methyl)-2-((4-(cyclopropylsulfonyl)-2-pyridinyl)carbonyl)-2-azabicyclo[3.1.0]hexane-3-carboxamide ClC1=CC(=C(C=C1F)[C@H](NC(=O)[C@@H]1N([C@@H]2C[C@@H]2C1)C(=O)C1=NC=CC(=C1)S(=O)(=O)C1CC1)C1CC1)F